C(C)(C)N1[C@@H]([C@@H](CCC1)C1=CC=2C(=NC=CC2NC=2C=CC3=C(N=CS3)C2)S1)C N-(2-((2R,3R)-1-isopropyl-2-methylpiperidin-3-yl)thieno[2,3-b]pyridin-4-yl)benzo[d]thiazol-5-amine